(E)-3-(1-(3-nitro-1H-indol-1-yl)cyclopropyl)-1-(4-(trifluoromethyl)phenyl)prop-2-en-1-one [N+](=O)([O-])C1=CN(C2=CC=CC=C12)C1(CC1)/C=C/C(=O)C1=CC=C(C=C1)C(F)(F)F